C(C)(C)(C)OC(=O)N[C@H](C(=O)OC)CCC(=O)N1CCOC2=C(C1)C=C(C=C2)Cl methyl (S)-2-((tert-butoxycarbonyl)amino)-5-(7-chloro-2,3-dihydrobenzo[f][1,4]oxazepin-4(5H)-yl)-5-oxopentanoate